FC1(CC1)C1=C(C=NN1C)C=O [5-(1-fluorocyclopropyl)-1-methyl-pyrazol-4-yl]methanone